5-(1-methoxypropyl)-3-(5-(pyridin-4-ylethynyl)pyridin-2-yl)-1,2,4-oxadiazole COC(CC)C1=NC(=NO1)C1=NC=C(C=C1)C#CC1=CC=NC=C1